tert-butyl N-[(3R)-1-{6-[4-bromo-5-fluoro-2-(methoxymethoxy)phenyl]pyridazin-3-yl}pyrrolidin-3-yl]-N-cyclobutylcarbamate BrC1=CC(=C(C=C1F)C1=CC=C(N=N1)N1C[C@@H](CC1)N(C(OC(C)(C)C)=O)C1CCC1)OCOC